(5-butylthiophen-2-yl)boronic acid C(CCC)C1=CC=C(S1)B(O)O